FC=1C(=C(C=NO)C=C(C1)C1=NC(=NS1)C1=CC=C(C=C1)N1CCCC1)O 3-fluoro-2-hydroxy-5-(3-(4-(pyrrolidin-1-yl)phenyl)-1,2,4-thiadiazol-5-yl)benzaldehyde oxime